4-(Dimethoxymethyl)-1-(3-fluoro-4-(4,4,5,5-tetramethyl-1,3,2-dioxaborolan-2-yl)phenyl)piperidine Tert-Butyl-trans-3-(4-cyano-1H-pyrazol-1-yl)-4-hydroxypyrrolidine-1-carboxylate C(C)(C)(C)OC(=O)N1C[C@H]([C@@H](C1)O)N1N=CC(=C1)C#N.COC(C1CCN(CC1)C1=CC(=C(C=C1)B1OC(C(O1)(C)C)(C)C)F)OC